ethyl 2,3-dibromobutyrate BrC(C(=O)OCC)C(C)Br